BrC1=CC(=C(OC[C@@](CC(C)C)(C)NC(OC(C)(C)C)=O)C=C1)C#N (S)-tert-butyl (1-(4-bromo-2-cyanophenoxy)-2,4-dimethylpentan-2-yl)carbamate